methyl 3-chloro-5-chlorosulfonyl-4-methoxy-benzoate ClC=1C=C(C(=O)OC)C=C(C1OC)S(=O)(=O)Cl